5,6-dihydro-7H-cyclopenta[b]pyridin-7-one N1=C2C(=CC=C1)CCC2=O